O=C(C=CC)C1=CC=C(C=C1)Br 4-oxo-4-(4-bromophenyl)-2-buten